FC(C1=NN=C(S1)C1=CN=C2N1C=C(C=C2N2C[C@H](OC[C@H]2CC)CO)S(=O)(=O)NC2(COC2)C)F |o1:18,21| rel-3-(5-(difluoromethyl)-1,3,4-thiadiazol-2-yl)-8-((2S,5R)-5-ethyl-2-(hydroxymethyl)morpholino)-N-(3-methyloxetan-3-yl)imidazo[1,2-a]pyridine-6-sulfonamide